2-(9-(4-hydroxybutyl)-3,9-diazaspiro[5.5]undecan-3-yl)propane-1,3-diyl bis(4,5-dibutylnonanoate) C(CCC)C(CCC(=O)OCC(COC(CCC(C(CCCC)CCCC)CCCC)=O)N1CCC2(CC1)CCN(CC2)CCCCO)C(CCCC)CCCC